O=C1OC(C2=CC=C(C=C12)C(=O)[O-])=O dioxoisobenzofuran-5-carboxylate